C(C1=CC=CC=C1)OC(=O)N1CCC(CC1)(F)CCC1CCN(CC1)C1=C(C=C(C=C1)N)F 4-[2-[1-(4-amino-2-fluoro-phenyl)-4-piperidinyl]ethyl]-4-fluoro-piperidine-1-carboxylic acid benzyl ester